1,2,5-dioxazole O1OCC=N1